(NZ,R)-N-[1-(3,6-dimethyl-4-oxo-2-tetrahydropyran-4-yl-quinazolin-8-yl)ethylidene]-2-methyl-propane-2-sulfinamide CN1C(=NC2=C(C=C(C=C2C1=O)C)\C(\C)=N/[S@](=O)C(C)(C)C)C1CCOCC1